4-(2-(1H-Indazol-4-yl)-6-[[4-(methylsulfonyl)piperazin-1-yl]methyl]thieno[3,2-d]pyrimidin-4-yl)morpholine N1N=CC2=C(C=CC=C12)C=1N=C(C2=C(N1)C=C(S2)CN2CCN(CC2)S(=O)(=O)C)N2CCOCC2